2-[1-[2-(4,4-Dimethyl-1-piperidyl)-6-methyl-4-oxo-chromen-8-yl]ethylamino]-3-methyl-benzoic acid CC1(CCN(CC1)C=1OC2=C(C=C(C=C2C(C1)=O)C)C(C)NC1=C(C(=O)O)C=CC=C1C)C